C1(CCCCC1)P(C1=C(SC(=C1P(C1CCCCC1)C1CCCCC1)C1=CC=CC=C1)C1=CC=CC=C1)C1CCCCC1 3,4-bis(dicyclohexylphosphino)-2,5-diphenylthiophene